4-amino-N-ethyl-N-((5-ethynylpyridin-2-yl)methyl)-1-methyl-1H-pyrazolo[4,3-c]quinoline-8-carboxamide NC1=NC=2C=CC(=CC2C2=C1C=NN2C)C(=O)N(CC2=NC=C(C=C2)C#C)CC